hexachloroplatinum (IV) sodium salt [Na+].Cl[Pt-2](Cl)(Cl)(Cl)(Cl)Cl.[Na+]